2,2-bis-[p-(β,γ-epoxypropoxy)phenyl]propane C(C1CO1)OC1=CC=C(C=C1)C(C)(C)C1=CC=C(C=C1)OCC1CO1